COC(=O)C1=NN(C(C=C1)=O)C1COC1 1-(oxetan-3-yl)-6-oxo-1,6-dihydropyridazine-3-carboxylic acid methyl ester